(1s,4s)-N1-(2-Chloro-5-(1-(2,2-difluoroethyl)-1H-pyrazol-3-yl)pyridin-4-yl)-N4-(2-fluoroethyl)cyclohexane-1,4-diamine ClC1=NC=C(C(=C1)NC1CCC(CC1)NCCF)C1=NN(C=C1)CC(F)F